7-(4-((2,3-dihydrobenzo[b][1,4]dioxin-6-yl-2,2,3,3-d4)oxy)piperidin-1-yl)-6-methyl-[1,2,4]triazolo[4,3-a]pyrimidin-3(2H)-one O1C2=C(OC(C1([2H])[2H])([2H])[2H])C=C(C=C2)OC2CCN(CC2)C2=NC=1N(C=C2C)C(NN1)=O